dimethyl-(2-phenylethyl)sulfonium bromide [Br-].C[S+](CCC1=CC=CC=C1)C